(R)-5-Chloro-7-methyl-N-(1-methylpiperidin-3-yl)oxazolo[4,5-b]pyridin-2-amine ClC1=CC(=C2C(=N1)N=C(O2)N[C@H]2CN(CCC2)C)C